1,2,4-trichloro-1,1,5,5,5-pentafluoro-4-(trifluoromethyl)pentane ClC(C(CC(C(F)(F)F)(C(F)(F)F)Cl)Cl)(F)F